CC1=C(C=CC=C1C)NC1=C(C(=O)OCCN(CC)CC)C=CC=C1 diethylaminoethyl 2-[(2,3-dimethylphenyl)amino]benzoate